COC(=O)C1C2C1CC1C3C=CC(C21)C3 Methyl-1,1a,1b,2,5,5a,6,6a-octahydro-2,5-methanocyclopropa[a]indene-1-carboxylate